(E)-7-(3-(4-chlorobenzyl)-2,5-dioxopyrrolidinyl)heptanoic acid ethyl ester C(C)OC(CCCCCCN1C(C(CC1=O)CC1=CC=C(C=C1)Cl)=O)=O